3-[1,3-Dioxo-5-(1H-[1,2,3]triazol-4-yl)-1,3-dihydroisoindol-2-yl]biphenyl-4-carboxylic acid 2,3-dihydroxy-propyl ester OC(COC(=O)C1=C(C=C(C=C1)C1=CC=CC=C1)N1C(C2=CC=C(C=C2C1=O)C=1N=NNC1)=O)CO